FC(C(=O)O)(F)F.FC(C(=O)O)(F)F.NC1(CCC1)CNC=1C2=C(N=C(N1)OC[C@]13CCCN3C[C@@H](C1)F)C(=C(N=C2)C2=CC(=CC1=CC=CC=C21)O)F 4-(4-(((1-aminocyclobutyl)methyl)amino)-8-fluoro-2-(((2R,7aS)-2-fluorotetrahydro-1H-pyrrolizin-7a(5H)-yl)methoxy)pyrido[4,3-d]pyrimidin-7-yl)naphthalen-2-ol bis(2,2,2-trifluoroacetate)